1-hydroxy-5-methyl-1-(1-methyl-1H-pyrazol-4-yl)hex-4-en-3-one OC(CC(C=C(C)C)=O)C=1C=NN(C1)C